C1(CC1)C[C@@H]1N(S(OC1)(=O)=O)C(=O)OC(C)(C)C tert-butyl (4S)-4-(cyclopropylmethyl)-2,2-dioxo-1,2λ6,3-oxathiazolidine-3-carboxylate